BrC1=CC=C(C=C1)C1=NN(C(=C1O)C)C 3-(4-bromophenyl)-1,5-dimethyl-pyrazol-4-ol